4-[tert-butyl-(dimethyl)silyl]oxybutan-2-ol C(C)(C)(C)[Si](OCCC(C)O)(C)C